FC1=C(C=C(C=C1)NC(=O)N1C[C@@H](CC1)OC)N1N=C2N=CC(=CC2=C1)C(C)C (3R)-N-{4-fluoro-3-[5-(propan-2-yl)-2H-pyrazolo[3,4-b]pyridin-2-yl]phenyl}-3-methoxypyrrolidine-1-carboxamide